FC1=C(C=CC(=C1)F)CC1(CN(C1)C(=O)OC(C)(C)C)O tert-Butyl 3-[(2,4-Difluorophenyl)methyl]-3-hydroxy-azetidine-1-carboxylate